C(C)OC(CCC1=C(C(=CC=C1)C(C(=O)NNC)(CCCC(CS(=O)(=O)CCO)(C)C)C)OC)=O.C[Si](C1=CC=C(C=C1)C=C)(C)C trans-trimethyl-(4-vinylphenyl)silane ethyl-3-(3-(7-((2-hydroxyethyl)sulfonyl)-2,6,6-trimethyl-1-(2-methylhydrazineyl)-1-oxoheptan-2-yl)-2-methoxyphenyl)propanoate